dimethyl adipoimidate C(CCCCC(OC)=N)(OC)=N